N-(1-methoxypropan-2-yl)-5-(4-(trifluoromethyl)phenyl)-3,4-dihydroisoquinoline-2(1H)-carboxamide COCC(C)NC(=O)N1CC2=CC=CC(=C2CC1)C1=CC=C(C=C1)C(F)(F)F